C(C)(C)C1=CC=C(C=C1)[I+]C1=C(C=CC=C1)C (4-Isopropylphenyl)tolyliodonium